NC1=NC2=CC=C(C=C2C=C1C)C(=O)N(N(C1=NC=CC=C1CC)C)CC1=NC=C(C=C1)C(F)(F)F 2-amino-N',3-dimethyl-N-((5-(trifluoromethyl)pyridin-2-yl)methyl)-N'-(3-ethylpyridin-2-yl)quinoline-6-hydrazide